C(CCCCCCCCCCC)SCCC(=O)OCC(COC(CCSCCCCCCCCCCCC)=O)(COC(CCSCCCCCCCCCCCC)=O)COC(CCSCCCCCCCCCCCC)=O pentaerythritol tetrakis(beta-dodecyl mercaptopropionate)